N1=C(OC2=NC=CC=C21)C2=CC=C(C=C2)C=2C=CC=1N(C3=CC=C(C=C3C1C2)C2=CC=C(C=C2)C=2OC1=NC=CC=C1N2)C2=CC=CC=C2 3,6-bis{4-(oxazolo[5,4-b]pyridin-2-yl)phenyl}-9-phenyl-9H-carbazole